2,3-dihydro-5-phenyl-1,4-dithiin 1,1,4,4-tetraoxide C1(=CC=CC=C1)C=1S(CCS(C1)(=O)=O)(=O)=O